methyl-2,4-dihydroxy-3,6-dimethyl-benzoate COC(C1=C(C(=C(C=C1C)O)C)O)=O